3-{4-[8-amino-5-(4-aminopiperidine-1-carbonyl)-3-methylimidazo[1,5-a]pyrazin-1-yl]naphthalen-1-yl}-1-[3-(trifluoromethyl)phenyl]urea NC=1C=2N(C(=CN1)C(=O)N1CCC(CC1)N)C(=NC2C2=CC=C(C1=CC=CC=C21)NC(NC2=CC(=CC=C2)C(F)(F)F)=O)C